N*2*-Benzyl-5-(5-chloro-2-isopropyl-4-methoxy-benzyl)-pyrimidine-2,4-diamine C(C1=CC=CC=C1)NC1=NC=C(C(=N1)N)CC1=C(C=C(C(=C1)Cl)OC)C(C)C